[O-2].[Fe+2].[Al+3].[Ca+2] calcium aluminum iron oxide